COC(CCC1=CC=C(C=C1)C1(SCCS1)C1=CC=2C(CCC(C2C=C1)(C)C)(C)C)=O Methyl-3-[4-[2-(5,5,8,8-tetramethyl-5,6,7,8-tetrahydronaphthalen-2-yl)-1,3-dithiolan-2-yl]phenyl]propanoate